ClC=1C=CC(=C(C1)C1=CC(=C(N=N1)C)NC1=CC(=NC=C1)NC(=O)C[N+]1(CCOCC1)[O-])F 4-{[(4-{[6-(5-chloro-2-fluorophenyl)-3-methylpyridazin-4-yl]amino}pyridin-2-yl)carbamoyl]methyl}morpholin-4-ium-4-olate